O1C(CCCCCCCCCCCCCCC1)=O 1-oxacycloheptadecan-2-one